C(=C)C(CC[Si](O[Si](C)(C)C)(O[Si](C)(C)C)O[Si](C)(C)C)OC(C(=C)C)=O vinylmethacryloxypropyltris(trimethylsiloxy)silane